OCC=1NC=2N(C(C1)=O)N=C(C2)C2=CC=CC=C2 5-(hydroxymethyl)-2-phenylpyrazolo[1,5-a]pyrimidin-7(4H)-one